N1N=CC2=C(C=CC=C12)COC1=NN=C(S1)NC(=O)C1=C(C=NC=C1)C1=C(C=CC=C1)OC N-[5-(1H-indazol-4-ylmethoxy)-1,3,4-thiadiazol-2-yl]-3-(2-methoxyphenyl)pyridine-4-carboxamide